N-phenyl-4-fluorobenzenesulfonamide C1(=CC=CC=C1)NS(=O)(=O)C1=CC=C(C=C1)F